(E)-4-(5-(2-((6-methoxynaphthalen-2-yl)methylene)hydrazinyl)-2-(pyridin-4-yl)-[1,2,4]triazolo[1,5-a]pyrimidin-7-yl)morpholine COC=1C=C2C=CC(=CC2=CC1)\C=N\NC1=NC=2N(C(=C1)N1CCOCC1)N=C(N2)C2=CC=NC=C2